FC1=C(C=CC(=C1F)C=1C(=NN(C1)C=1C=NNC1)C)C1=CN=C(N1C)C(=O)N 5-[2,3-difluoro-4-[3-methyl-1-(1H-pyrazol-4-yl)pyrazol-4-yl]phenyl]-1-methyl-imidazole-2-carboxamide